C1(CC1)COC=1C=C(C(=O)N[C@H](C)C=2N=NC(=CC2)C(F)(F)F)C=C(C1)C=1SC(=CN1)C 3-(Cyclopropylmethoxy)-5-(5-methyl-1,3-thiazol-2-yl)-N-{(1R)-1-[6-(trifluoromethyl)pyridazin-3-yl]ethyl}benzamide